(E)-N-(4-((3-chloro-4-((tetrahydro-2H-pyran-4-yl)methoxy)phenyl)amino)-3-cyano-7-ethoxy-2-ethylquinolin-6-yl)-4-(4-methylpiperazin-1-yl)but-2-enamide ClC=1C=C(C=CC1OCC1CCOCC1)NC1=C(C(=NC2=CC(=C(C=C12)NC(\C=C\CN1CCN(CC1)C)=O)OCC)CC)C#N